FC1=C(CN2C(C3=NC=CN=C3C(=C2)C(=O)N[C@@H]2[C@H](COCC2)O)=O)C(=CC(=C1)C=1C2=CN(N=C2C=CC1)C)F 6-(2,6-difluoro-4-(2-methyl-2H-indazol-4-yl)benzyl)-N-((3R,4S)-3-hydroxytetrahydro-2H-pyran-4-yl)-5-oxo-5,6-dihydropyrido[3,4-b]pyrazine-8-carboxamide